tert-butyl (3-nitrobenzyl)(phenyl)carbamate [N+](=O)([O-])C=1C=C(CN(C(OC(C)(C)C)=O)C2=CC=CC=C2)C=CC1